1,3-dimethoxy-5-(1-methoxymethyl-vinyl)-benzene COC1=CC(=CC(=C1)C(=C)COC)OC